6-(2-chloro-5-methoxyphenyl)-3-(6-(hydroxymethyl)isoquinolin-4-yl)thieno[3,2-d]pyrimidine-2,4(1H,3H)-dione ClC1=C(C=C(C=C1)OC)C1=CC=2NC(N(C(C2S1)=O)C1=CN=CC2=CC=C(C=C12)CO)=O